4-(5-(6-((5-methoxypyrazin-2-yl)methyl)-3,6-diazabicyclo[3.1.1]heptan-3-yl)pyrazin-2-yl)-6-(6-oxo-3,6-dihydro-2H-pyran-4-yl)pyrazolo[1,5-a]pyridine-3-carbonitrile COC=1N=CC(=NC1)CN1C2CN(CC1C2)C=2N=CC(=NC2)C=2C=1N(C=C(C2)C=2CCOC(C2)=O)N=CC1C#N